6,9-difluoro-17-[(2-furanylcarbonyl)oxy]-11-hydroxy-16-methyl-3-oxo-androsta-1,4-diene-17-methanethiosulfonic acid (S)-fluoromethyl ester FCOS(=O)(=S)CC1([C@]2(C)[C@@H](CC1C)[C@@H]1CC(C3=CC(C=C[C@]3(C)[C@]1(C(C2)O)F)=O)F)OC(=O)C=2OC=CC2